C(C)(=O)OCC(=O)[O-].[O-]CCCC.[Zr+2] Zirconium butoxide (acetoxyacetate)